methyl 2-amino-4-bromo-5-fluoro-6-(trifluoromethyl)nicotinate NC1=C(C(=O)OC)C(=C(C(=N1)C(F)(F)F)F)Br